C1=NC=C(C2=CC=CC=C12)N1C(N(C[C@@H]1C#N)C=1C=NC(=CC1)C(F)(F)F)=O |r| racemic-3-(isoquinolin-4-yl)-2-oxo-1-(6-(trifluoromethyl)pyridin-3-yl)imidazolidine-4-carbonitrile